1-(4-(hydroxymethyl)phenyl)-3-(trifluoromethyl)pyridin-2(1H)-one OCC1=CC=C(C=C1)N1C(C(=CC=C1)C(F)(F)F)=O